(S)-6-(3-(2-amino-2-carboxyethyl)-1H-indol-7-yl)pyridazine-3-carboxylic acid N[C@@H](CC1=CNC2=C(C=CC=C12)C1=CC=C(N=N1)C(=O)O)C(=O)O